O[C@@H](C(=O)O)[C@H](C(=O)O)O.CN(CCN[C@@H](CCCCCC(CC)=O)C=1NC(=CN1)C=1C=C2C=CC(=NC2=CC1OC)C)C (S)-9-((2-(dimethylamino)ethyl)amino)-9-(5-(7-methoxy-2-methylquinolin-6-yl)-1H-imidazol-2-yl)nonan-3-one (2R,3R)-2,3-dihydroxysuccinate